N1=CNC(C=2C1=CSC2)=O thieno[3,4-d]pyrimidin-4(3H)-one